4-((6-azaspiro[3.4]octan-2-yl)amino)benzoic acid TFA salt OC(=O)C(F)(F)F.C1C(CC12CNCC2)NC2=CC=C(C(=O)O)C=C2